N-(4-((2-(1,1-difluoroethyl)-6-methylpyrimidin-4-yl)amino)-5-(isothiazol-3-yl)pyridin-2-yl)acetamide FC(C)(F)C1=NC(=CC(=N1)NC1=CC(=NC=C1C1=NSC=C1)NC(C)=O)C